7-(4-Methylthiophen-2-yl)-8-oxo-1,3,4,8-tetrahydropyrido[2,1-c][1,4]oxazine-9-carboxylic acid CC=1C=C(SC1)C=1C(C(=C2COCCN2C1)C(=O)O)=O